F[P-](F)(F)(F)(F)F.C(C1=CC=CC=C1)N1N(C(C=C1C)C)CC1=CC=CC=C1 1,2-dibenzyl-3,5-dimethylpyrazole hexafluorophosphate